C(C1=CC=CC=C1)C1=C2N(C=C(N1)C1=CC=CC=C1)C(C(=N2)CC=2SC(=CC2)CC)=O 8-Benzyl-2-((5-ethylthiophen-2-yl)methyl)-6-phenylimidazo[1,2-a]pyrazin-3(7H)-one